ClC=1C(N(N=CC1N1CC2=C(CC1)N(N=N2)C(C)C=2C(=NC=CC2)CC)C2OCCCC2)=O 4-chloro-5-[1-[1-(2-ethylpyridin-3-yl)ethyl]-1h,4h,5h,6h,7h-[1,2,3]triazolo[4,5-c]pyridin-5-yl]-2-(oxan-2-yl)-2,3-dihydropyridazin-3-one